FC(C=1N=C(OC1C(=O)N1[C@@H](C2=C(CC1)NC=N2)C=2OC1=C(N2)C=C(C=C1)F)C1(CC1)O)F (S)-(4-(difluoromethyl)-2-(1-hydroxycyclopropyl)oxazol-5-yl)(4-(5-fluorobenzo[d]oxazol-2-yl)-6,7-dihydro-1H-imidazo[4,5-c]pyridin-5(4H)-yl)methanone